5-(4-(1H-indol-3-yl)-3,6-dihydropyridin-1(2H)-yl)-2-morpholinobenzo[d]oxazole N1C=C(C2=CC=CC=C12)C=1CCN(CC1)C=1C=CC2=C(N=C(O2)N2CCOCC2)C1